4-Chloro-[1,3]dioxolo[4,5-c]pyridine-2-thione ClC1=NC=CC2=C1OC(O2)=S